C1(CCCC1)OC=1C=C(C(=O)O)C=CC1N(C(CN(S(=O)(=O)C1=C(C(=C(C(=C1F)F)F)F)F)CC=1C=NC=CC1C(F)(F)F)=O)CC1=CC(=CC(=C1)N1CCCC1)C1CC1 3-(cyclopentyloxy)-4-(N-(3-cyclopropyl-5-(pyrrolidin-1-yl)benzyl)-2-(N-((4-(trifluoromethyl)pyridin-3-yl)methyl)-(2,3,4,5,6-pentafluoro-phenyl)sulfonamido)acetamido)benzoic acid